C(C)(C)(C)OC(NC1CCN(CC1)C1=NC(=C(C(=C1)C#N)Br)Cl)=O (1-(5-bromo-6-chloro-4-cyanopyridin-2-yl)piperidin-4-yl)carbamic acid tert-butyl ester